C(C)(C)(C)C=1C=C(C=C(C1O)C)C(C(=O)OCCOCCOCCO)(C)C1=CC(=C(C(=C1)C)O)C(C)(C)C triethylenglycol e-bis-(3-tert-butyl-4-hydroxy-5-methylphenyl)propionate